C1(CC2C(CC1)O2)C(C)C 2-(3,4-epoxycyclohexane-1-yl)propane